Cl.NC/C(/CN1N=CC(=C1)C(=O)NC1CC1)=C\F (E)-1-(2-(aminomethyl)-3-fluoroallyl)-N-cyclopropyl-1H-pyrazole-4-carboxamide hydrochloride